phenoxide hydrochloride Cl.[O-]C1=CC=CC=C1